FC(C(OC)C=1C(=C2C(=NN(C2=CC1)C)N)OC)(C)F 5-(2,2-Difluoro-1-methoxypropyl)-4-methoxy-1-methyl-1H-indazol-3-amine